(S)-1-(3-fluoro-4-methyl-5-(7-(methylamino)-2,6-naphthyridin-3-yl)pyridin-2-yl)propan-1-ol FC=1C(=NC=C(C1C)C=1N=CC2=CC(=NC=C2C1)NC)[C@H](CC)O